C1(CCC1)COC=1C=C2NC=3C=CC(=CC3C(C2=CC1)(C)C)CN1CCNCC1 6-(cyclobutylmethoxy)-9,9-dimethyl-2-(piperazin-1-ylmethyl)-9,10-dihydroacridine